3,5-Di-tert.-Butylphenol C(C)(C)(C)C=1C=C(C=C(C1)C(C)(C)C)O